C(C1=CC=CC=C1)(=O)NC(N(CCOC(C)C)C1=C(NC=C1)C(=O)OCC)=S Ethyl 3-(3-benzoyl-1-(2-isopropoxyethyl) thioureido)-1H-pyrrole-2-carboxylate